1,4-diacetoxybenzene C(C)(=O)OC1=CC=C(C=C1)OC(C)=O